OC[C@@H]1CN(C[C@H]1NC1=C2C=CC=NC2=C(C=N1)C1=NC=C(C=C1)C(F)(F)F)C(C=C)=O 1-((3R,4S)-3-(hydroxymethyl)-4-((8-(5-(trifluoromethyl)pyridin-2-yl)-1,6-naphthyridin-5-yl)amino)pyrrolidin-1-yl)prop-2-en-1-one